C=C1C=CC=C2C=C(C=C12)O 7-methylene-2-indenol